COC1=C(C=C2C(=CC=NC2=C1)N1CCC(CC1)C(C#N)C)OCOC 2-(1-(7-methoxy-6-(methoxymethoxy)quinolin-4-yl)piperidin-4-yl)propionitrile